C(CC)(=O)ON1C(C1)C (2-methylaziridinyl) propionate